6-((2-aminopyrimidin-5-yl)methyl)-N-(4-((dimethylamino)methyl)-3-(trifluoromethyl)phenyl)-4,5,6,7-tetrahydrothieno[2,3-c]pyridine-3-carboxamide NC1=NC=C(C=N1)CN1CC2=C(CC1)C(=CS2)C(=O)NC2=CC(=C(C=C2)CN(C)C)C(F)(F)F